6-(2-chloro-6-fluorophenyl)-2-{[3-methyl-4-(4-methyl-1,4-diazepan-1-yl)phenyl]amino}imidazo[1,2-a]pyrimido[5,4-e]pyrimidin-5(6H)-one ClC1=C(C(=CC=C1)F)N1C=2N(C3=C(C1=O)C=NC(=N3)NC3=CC(=C(C=C3)N3CCN(CCC3)C)C)C=CN2